ClC1=NN(C(=C1C=O)C(F)F)CC(F)F 3-chloro-1-(2,2-difluoroethyl)-5-(difluoromethyl)-1H-pyrazole-4-carbaldehyde